ClC1=C(C=C(OC2=C(C=C(COC3=NC(N(C(=C3)C)CC)=O)C=C2F)F)C=C1)C(F)(F)F 4-((4-(4-chloro-3-(trifluoromethyl)phenoxy)-3,5-difluorobenzyl)oxy)-1-ethyl-6-methylpyrimidin-2(1H)-one